NC1(COC1)C1=CC=C(C=C1)[C@H](C(=O)OCC=C)C1CCC1 |r| (±)-Allyl 2-[4-(3-aminooxetan-3-yl)phenyl]-2-cyclobutyl-acetate